3,5-bis(trifluoromethyl)anisole FC(C=1C=C(C=C(C1)C(F)(F)F)OC)(F)F